COC1=CC=C2C(C(=NC2=C1)C1=CC=CC=C1)=O 6-methoxy-2-phenyl-3H-indol-3-one